1-Boc-(3S,4R)-3-fluoropiperidine-4-carboxylic acid C(=O)(OC(C)(C)C)N1C[C@H]([C@H](CC1)C(=O)O)F